ClC=1C=C(C2=C(OCCN(S2(=O)=O)[C@@H]([C@H](C)C2=C(C(=CC=C2F)C)C)C=2OC(NN2)=O)C1)C(=O)OC methyl 7-chloro-2-((1S,2R)-2-(6-fluoro-2,3-dimethylphenyl)-1-(5-oxo-4,5-dihydro-1,3,4-oxadiazol-2-yl) propyl)-3,4-dihydro-2H-benzo[b][1,4,5]oxathiazepine-9-carboxylate 1,1-dioxide